4-((4,4-difluoro-1-methylcyclohexyl)methoxy)benzaldehyde FC1(CCC(CC1)(C)COC1=CC=C(C=O)C=C1)F